Cl.O1C(=NC=C1)C=1C=CC(=C(C1)O)C1=CN=C(N=N1)N1CC(CC1)NC(C)C 5-(1,3-oxazol-2-yl)-2-(3-{3-[(propan-2-yl)amino]pyrrolidin-1-yl}-1,2,4-triazin-6-yl)phenol hydrochloride